N1=CC(=CC=C1)CNC(=O)NC1=CC=CC=C1 4-{[(pyridin-3-yl-methyl)aminocarbonyl]amino}benzene